2-carbamoyl-4-((2R,3S,4S,5S)-3-(3,4-difluoro-2-methoxyphenyl)-4,5-dimethyl-5-(trifluoromethyl)tetrahydrofuran-2-carboxamido)pyridine 1-oxide C(N)(=O)C1=[N+](C=CC(=C1)NC(=O)[C@@H]1O[C@@]([C@H]([C@H]1C1=C(C(=C(C=C1)F)F)OC)C)(C(F)(F)F)C)[O-]